4-(benzyloxy)-5-iodo-7-{[2-(trimethylsilyl)ethoxy]methyl}-7H-pyrrolo[2,3-d]pyrimidine C(C1=CC=CC=C1)OC=1C2=C(N=CN1)N(C=C2I)COCC[Si](C)(C)C